O=C(OCC1=CC=CC=C1)CNC(CNC(CNC(CNC(CCCC(NCCN1CCC(CC1)(C(=O)OC)N(C(CC)=O)C1=CC=CC=C1)=O)=O)=O)=O)=O Methyl 1-(3,6,9,12,15,19-hexaoxo-1-phenyl-2-oxa-5,8,11,14,20-pentaazadocosan-22-yl)-4-(N-phenylpropionamido)piperidine-4-carboxylate